O(C1=CC=CC=C1)CCOC=1C2=CC=CC=C2C(=C2CC=CCC12)OCCOC1=CC=CC=C1 9,10-bis(2-phenoxyethoxy)-1,4-dihydroanthracene